β-Asaron C\C=C/C1=C(OC)C=C(OC)C(OC)=C1